(2,4,6-trioxotriazine-1,3,5(2H,4H,6H)-triyl)tris(hexamethylene) isocyanate C(CCCN1C(=O)N(C(=O)N(C1=O)CCCCCCN=C=O)CCCCCCN=C=O)CCN=C=O